Cl.N[C@@H]1[C@@H](CCCCC1)C(=O)O cis-2-aminocycloheptanecarboxylic acid hydrochloride